2-(1'-(3-Hydroxypicolinoyl)-2-morpholino-8-oxo-5,8-dihydro-4H-spiro[furo[3,4-d][1,2,4]triazolo[1,5-a]pyrimidine-7,4'-piperidin]-4-yl)-N-(2-methyl-4-(trifluoromethyl)phenyl)acetamide OC=1C(=NC=CC1)C(=O)N1CCC2(CC1)OCC=1N(C=3N(C(C12)=O)N=C(N3)N3CCOCC3)CC(=O)NC3=C(C=C(C=C3)C(F)(F)F)C